1-(2,5-dimethoxyphenyl)propan-2-amine COC1=C(C=C(C=C1)OC)CC(C)N